1'-(4-((dimethylamino)methyl)-5-hydroxy-2-(4-methoxyphenyl)-1-phenyl-1H-indole-3-carbonyl)-3H-spiro[isobenzofuran-1,4'-piperidin]-3-one CN(C)CC1=C2C(=C(N(C2=CC=C1O)C1=CC=CC=C1)C1=CC=C(C=C1)OC)C(=O)N1CCC2(CC1)OC(C1=CC=CC=C12)=O